5-((2-bromo-5-isopropylpyridin-4-yl)oxy)-N4-cyclopropylpyrimidine-2,4-diamine BrC1=NC=C(C(=C1)OC=1C(=NC(=NC1)N)NC1CC1)C(C)C